O1C(CCCC1)N1N=C(C=C1)C=1C=NC=CC1 3-(1-(tetrahydro-2H-pyran-2-yl)-1H-pyrazol-3-yl)pyridine